NCC(CC[Si](OCC)(OCC)C)C 4-Amino(3-methylbutyl)methyldiethoxysilan